C1(=CC=CC=C1)CCC(=O)OC1=C(C=CC=C1)OCC 2-ethoxyphenyl 3-phenylpropionate